NC1=C(C=C(C2=CC=CC=C12)N)C 1,4-diamino-2-methyl-naphthalene